6-chloro-3-(1-phenylvinyl)furo[3,2-b]pyridine ClC=1C=C2C(=NC1)C(=CO2)C(=C)C2=CC=CC=C2